OCC(=O)OCCC(C)C isopentyl 2-hydroxyacetate